ClC=1C(=C(N2N=C(N=CC21)N[C@H]2[C@@H](COCC2)O)C2(CCC2)C(F)F)Cl (3S,4R)-4-((5,6-dichloro-7-(1-(difluoromethyl)cyclobutyl)pyrrolo[2,1-f][1,2,4]triazin-2-yl)amino)tetrahydro-2H-pyran-3-ol